ClC=1C=C(C=NC1N1N=CC=N1)NC(=O)[C@H]1C[C@](C2=C1C=NC=1N2N=C(C1)F)(C1=NN(C=C1)C)C (6S,8R)-N-(5-chloro-6-(2H-1,2,3-triazol-2-yl)pyridin-3-yl)-2-fluoro-8-methyl-8-(1-methyl-1H-pyrazol-3-yl)-7,8-dihydro-6H-cyclopenta[e]pyrazolo[1,5-a]pyrimidine-6-carboxamide